FC1=C(C=C(C(=C1O)O)OC)C1=NC2=C(N1C1(COC1)C)C=C(C=C2)C(=O)NC2COC2 2-(2-fluoro-3,4-dihydroxy-5-methoxyphenyl)-1-(3-methyloxetan-3-yl)-N-(oxetan-3-yl)-1H-benzo[d]imidazole-6-carboxamide